FC1=CC=C(C=C1)C(=O)N1[C@@H](C=2N(CC1)C(=NN2)C2=NC(=NS2)C)C (R)-(4-fluorophenyl)-(8-methyl-3-(3-methyl-1,2,4-thiadiazol-5-yl)-5,6-dihydro-[1,2,4]triazolo[4,3-a]pyrazin-7(8H)-yl)methanone